(2R)-2-[(2-Amino-5-{[(1S)-1-phenylethyl]sulfanyl}[1,3]thiazolo[4,5-d]pyrimidin-7-yl)amino]-4-methylpentyl dihydrogen phosphate P(=O)(OC[C@@H](CC(C)C)NC=1C2=C(N=C(N1)S[C@@H](C)C1=CC=CC=C1)N=C(S2)N)(O)O